C(C)P([O-])([O-])=O.C(C1CO1)[NH+](CC=C)CC1=CC=CC=C1.C(C1CO1)[NH+](CC1=CC=CC=C1)CC=C (N-glycidyl-N-benzyl-N-allylammonium) ethyl-phosphonate